NC1=NC=2CCC(C(C2C=C1)O)[C@@H]1N2C(C3=CC=CC=C13)=CN=C2 2-amino-6-((s)-5H-imidazo[5,1-a]isoindol-5-yl)-5,6,7,8-tetrahydroquinolin-5-ol